C1(=CC=C(C=C1)CC(S(=O)(=O)O)C12C(CC(CC1)C2(C)C)=O)CC(S(=O)(=O)O)C21C(CC(CC2)C1(C)C)=O 3'-(1,4-Phenylenedimethylene)-bis-(7,7-dimethyl-2-oxobicyclo-[2.2.1]-hept-1-yl-methanesulfonic acid)